C(#N)N=C(NC=1C=CC2=CN(N=C2C1)C)OC1=CC=CC=C1 Phenyl N'-cyano-N-(2-methyl-2H-indazol-6-yl)carbamimidate